5-([1,1'-biphenyl]-3-ylmethyl)-6-azaspiro[2.5]octan-4-one 2,2,2-trifluoroacetate FC(C(=O)O)(F)F.C1(=CC(=CC=C1)CC1C(C2(CC2)CCN1)=O)C1=CC=CC=C1